FC1=C(C=CC=C1NC(=O)[C@H]1N(C[C@@H](C1)F)C(=O)OC(C)(C)C)C1=C(C=CC(=C1)F)S(=O)(=O)C tert-Butyl (2S,4R)-2-((2,5'-difluoro-2'-(methylsulfonyl)-[1,1'-biphenyl]-3-yl)carbamoyl)-4-fluoropyrrolidine-1-carboxylate